C(=O)(OC(C)(C)C)N[C@H](CC1=CNC2=CC=CC=C12)C(=O)O N-Boc-D-Tryptophan